aminocaproic acid, hydrazide NC(C(=O)NN)CCCC